ClC1=CC(=C(C=C1S)N1C(NC(=CC1=O)C(F)(F)F)=O)F 3-(4-Chloro-2-fluoro-5-sulfanylphenyl)-6-(trifluoromethyl)pyrimidin-2,4(1H,3H)-dion